ClC1=C(C=NN(C1=O)C)N[C@@H]1C[C@@H](CN(C1)C)C1=CC=C(C(=O)N2CCC3(CC2)CCN(CC3)C=3C=C2C(N(C(C2=CC3)=O)C3C(NC(CC3)=O)=O)=O)C=C1 5-[3-[4-[(3R,5R)-5-[(5-chloro-1-methyl-6-oxo-pyridazin-4-yl)amino]-1-methyl-3-piperidyl]benzoyl]-3,9-diazaspiro[5.5]undecan-9-yl]-2-(2,6-dioxo-3-piperidyl)isoindoline-1,3-dione